[Na+].O=C(C(=O)[O-])CCC(=O)O alpha-ketoglutarate monosodium salt